6-(2-amino-5-(4-(1-(2-fluoroethyl)piperidin-2-yl)phenyl)pyridin-3-yl)-3,4-dihydroisoquinolin-1(2H)-one NC1=NC=C(C=C1C=1C=C2CCNC(C2=CC1)=O)C1=CC=C(C=C1)C1N(CCCC1)CCF